C1(=CC=CC=C1)S(=O)(=O)NC(=O)C=1C(=NC(=CC1)N1N=C(C=C1)OCC1C2(C13CC3)CC2)N2C(C[C@@H](C2)C)(C)C N-(benzenesulfonyl)-6-[3-(dispiro[2.0.2.1]hept-7-ylmethoxy)pyrazol-1-yl]-2-[(4S)-2,2,4-trimethylpyrrolidin-1-yl]pyridine-3-carboxamide